O[C@@]1([C@@H](CC[C@H](C1)C)C(C)C)C(=O)NCC(=O)C1=CC=C(C=C1)OC (1s,2s,5r)-1-hydroxy-2-isopropyl-N-[2-(4-methoxyphenyl)-2-oxo-ethyl]-5-methyl-cyclohexanecarboxamide